7-oxabicyclo[2.2.1]Heptadiene C1CC2=CC=C1O2